NCCOCCN1CCN(CC1)C1=CC(=NC=N1)N[C@H]1CN(CCC1)C1=CC(=CC=C1)F (R)-6-(4-(2-(2-aminoethoxy)ethyl)piperazin-1-yl)-N-(1-(3-fluorophenyl)piperidin-3-yl)pyrimidin-4-amine